N-(5-((2-(2-azabicyclo[2.2.2]octan-2-yl)ethyl)carbamoyl)-2-methylpyridin-3-yl)-2-(1-((methylsulfonyl)methyl)-1H-pyrazol-4-yl)pyrazolo[5,1-b]thiazole-7-carboxamide C12N(CC(CC1)CC2)CCNC(=O)C=2C=C(C(=NC2)C)NC(=O)C=2C=NN1C2SC(=C1)C=1C=NN(C1)CS(=O)(=O)C